1-[2-[4-[4-(4-amino-2-oxo-pyrrolidin-1-yl)phenyl]sulfonylpiperazin-1-yl]-6-chloro-4-pyridinyl]cyclopropanecarbonitrile NC1CC(N(C1)C1=CC=C(C=C1)S(=O)(=O)N1CCN(CC1)C1=NC(=CC(=C1)C1(CC1)C#N)Cl)=O